C(C)N(CC)CC.NC1=CC=C(C(=O)O)C=C1 para-aminobenzoic acid-triethylamine salt